tert-Butyl 2,4-dicyano-6-methoxy-3-(pyrrolidin-1-yl)phenyl carbonate C(OC(C)(C)C)(OC1=C(C(=C(C=C1OC)C#N)N1CCCC1)C#N)=O